C(#C)C1=CC2=C(OCO2)C=C1 5-ethynylbenzo[D][1,3]dioxole